tert-butyl (5-(9-(1-bromoethyl)-7-methyl-4-(methyl-d3)-5-oxo-4,5-dihydroimidazo[1,5-a]quinazolin-3-yl)pyrimidin-2-yl)carbamate BrC(C)C=1C=C(C=C2C(N(C=3N(C12)C=NC3C=3C=NC(=NC3)NC(OC(C)(C)C)=O)C([2H])([2H])[2H])=O)C